S=CC=1NC=CN1 sulfenyl-methyl-imidazole